C(C=C)(=O)NCCC(=O)NC1=C(C=CC=C1)B(O)O (2-(3-acrylamidopropanamido)phenyl)boronic acid